2-[7-(cis-3-hydroxy-3-methylcyclobutyl)-7H-pyrrolo[2,3-c]pyridazin-3-yl]-3-methyl-5-(trifluoromethyl)phenol OC1(CC(C1)N1C=CC2=C1N=NC(=C2)C2=C(C=C(C=C2C)C(F)(F)F)O)C